C(=O)O.ClC1=C(C=CC(=C1)NC=1C=2N(C=CN1)C(=CN2)C=2C(=NNC2)C(F)(F)F)C(=O)N2CCN(CC2)C(=O)[C@@H]2[C@H](CNCC2)O [2-chloro-4-[[3-[3-(trifluoromethyl)-1H-pyrazol-4-yl]imidazo[1,2-a]pyrazin-8-yl]amino]phenyl]-[4-[(3R,4S)-3-hydroxypiperidine-4-carbonyl]piperazin-1-yl]methanone formate